FC([C@@H](C)O[C@@H](C=O)C)(F)F (R)-2-(((R)-1,1,1-trifluoropropan-2-yl)oxy)propanal